C1(=CC=CC=C1)C1=C(C(=NN=N1)C=1C(=C(C=CC1)C=1C(=CC=CC1)C1=CC=CC=C1)C1=CC=CC=2OC3=C(C21)C=CC=C3)C3=CC=CC=C3 (diphenyltriazinyl)(dibenzofuranyl)terbenzene